4-trifluoromethoxyphenoxyacetic acid FC(OC1=CC=C(OCC(=O)O)C=C1)(F)F